Methyl 2-[(tert-butyldimethylsilyl)sulfamoyl]-4-[(dimethylamino)methyl]benzoate [Si](C)(C)(C(C)(C)C)NS(=O)(=O)C1=C(C(=O)OC)C=CC(=C1)CN(C)C